C(=O)(O)C=1C(NC(NC1)=O)=O carboxyluracil